FC1(C(C1)N1N=CC(=C1)C#C)F 1-(2,2-difluorocyclopropyl)-4-ethynyl-pyrazole